1-[(1r,4r)-4-{6-[1-(2,2-difluoroethyl)-1H-pyrazol-4-yl]-2H-indazol-2-yl}cyclohexyl]methanamine, trifluoroacetate salt FC(C(=O)O)(F)F.FC(CN1N=CC(=C1)C=1C=CC2=CN(N=C2C1)C1CCC(CC1)CN)F